N-{4-[1-(propane-2-sulfonyl)piperidin-4-yl]butyl}-1H-pyrrolo[3,2-c]pyridine-2-carboxamide CC(C)S(=O)(=O)N1CCC(CC1)CCCCNC(=O)C1=CC=2C=NC=CC2N1